C(=O)(O)C1=CC(=C(C=C1OCC1=CC=CC=C1)CN(CC1=C(C=C(C(=C1)OCC1=CC=CC=C1)C(=O)O)OCC1=CC=CC=C1)CC1=C(C=C(C(=C1)OCC1=CC=CC=C1)C(=O)O)OCC1=CC=CC=C1)OCC1=CC=CC=C1 tris(4-carboxy-2,5-dibenzyloxyphenylmethyl)amine